(3S,4R)-benzyl 3-ethyl-4-(3-tosyl-3H-imidazo[1,2-a]pyrrolo[2,3-e]pyrazin-8-yl)pyrrolidine-1-carboxylate C(C)[C@@H]1CN(C[C@@H]1C1=CN=C2N1C1=C(N=C2)N(C=C1)S(=O)(=O)C1=CC=C(C)C=C1)C(=O)OCC1=CC=CC=C1